1-[[2-(difluoromethoxy)pyridin-4-yl]methyl]-3-(6-oxaspiro[4.5]decan-9-yl)urea FC(OC1=NC=CC(=C1)CNC(=O)NC1CCOC2(CCCC2)C1)F